COC=1C=C2CCN(CC2=CC1NC1=NC=C2C(=N1)N(N=C2)C[C@@H]2[C@@H](CCCC2)CO)C |r| [rac-cis-2-[[6-[(6-methoxy-2-methyl-3,4-dihydro-1H-isoquinolin-7-yl)amino]pyrazolo[3,4-d]pyrimidin-1-yl]methyl]cyclohexyl]methanol